C(C)(C)NC(CCCCCCC\C=C/CCCCCCCC)=O oleic acid isopropyl amide